C(CC)C(CO)(C12C(C=CC=C1)O2)O 1,2-epoxypropylphenyl-ethylene glycol